2-(2-Chloro-6-((4-(((1,1,1,3,3,3-hexafluoropropan-2-yl)oxy)carbonyl)piperazin-1-yl)methyl)-3-methylphenoxy)-2-methylpropanoic acid ClC1=C(OC(C(=O)O)(C)C)C(=CC=C1C)CN1CCN(CC1)C(=O)OC(C(F)(F)F)C(F)(F)F